NC1=CC=C(C=C1)N=NC=1C=CC(=C(C(=O)O)C1)O 5-[(4-aminophenyl)azo]-2-hydroxy-Benzoic acid